Cl.FC1=C(OCCCN2CCN(CC2)C2=C3C=CNC3=CC=C2)C=CC(=C1)F 4-(4-(3-(2,4-difluorophenoxy)propyl)piperazin-1-yl)-1H-indole hydrochloride